E-1-methyl-2,3-dihydro-1H-pyrido[2,3-b][1,4]oxazine-6-carbaldehyde CN1C2=C(OCC1)N=C(C=C2)C=O